4-(2-(methoxy(phenyl)methyl)-6-(3-phenyl-1H-pyrazol-1-yl)pyrimidin-4-yl)morpholine COC(C1=NC(=CC(=N1)N1CCOCC1)N1N=C(C=C1)C1=CC=CC=C1)C1=CC=CC=C1